1-(heptadecan-9-yl) 8-(3-(oleoyloxy)-2-(((3-(pyrrolidin-1-yl) propyl) amino) methyl) propyl) octanedioate C(CCCCCCC(=O)OCC(COC(CCCCCCC\C=C/CCCCCCCC)=O)CNCCCN1CCCC1)(=O)OC(CCCCCCCC)CCCCCCCC